The molecule is an peptide anion obtained by deprotonation of the carboxylic acid groups and protonation of the amino group of 11(S),15(S)-dihydroxy-14(R)-(S-glutathionyl)-5(Z),8(Z),12(E)-icosatrienoic acid; major species at pH 7.3. It is a peptide anion and a tricarboxylic acid dianion. It is a conjugate base of an 11(S),15(S)-dihydroxy-14(R)-(S-glutathionyl)-5(Z),8(Z),12(E)-icosatrienoic acid. CCCCC[C@@H]([C@@H](/C=C/[C@H](C/C=C\\C/C=C\\CCCC(=O)[O-])O)SC[C@@H](C(=O)NCC(=O)[O-])NC(=O)CC[C@@H](C(=O)[O-])[NH3+])O